N1(CCCC1)S(=O)(=O)N pyrrolidin-1-sulfonamid